8-bromo-6-(difluoromethyl)quinazolin-2-amine BrC=1C=C(C=C2C=NC(=NC12)N)C(F)F